2-[(2-Butan-2-yloxypyrimidin-4-yl)amino]benzoic acid CC(CC)OC1=NC=CC(=N1)NC1=C(C(=O)O)C=CC=C1